2-(7-cyano-6-isopropoxybenzo[b]thiophen-2-yl)-4-methylthiazole-5-carboxylic acid ethyl ester C(C)OC(=O)C1=C(N=C(S1)C1=CC2=C(S1)C(=C(C=C2)OC(C)C)C#N)C